carbonic acid ({(3S)-3-({N-[(4-methoxy-1H-indol-2-yl) carbonyl]-L-leucyl} amino)-2-oxo-4-[(3S)-2-oxopyrrolidin-3-yl] butyl} oxy) methylpropan-2-yl ester CCC(C)OC(OOCC([C@H](C[C@H]1C(NCC1)=O)NC([C@@H](NC(=O)C=1NC2=CC=CC(=C2C1)OC)CC(C)C)=O)=O)=O